[N+](=O)([O-])C=1C=C(C=CC1NCC1CCOCC1)S(=O)(=O)NC(C1=C(C=CC=C1)OC=1C=C2C(=NC1)NC=C2)=O N-[[3-nitro-4-[[(tetrahydro-2H-pyran-4-yl)methyl]amino]phenyl]sulfonyl]-2-[(1H-pyrrolo[2,3-b]pyridin-5-yl)oxy]benzamide